CN1N=CC(=C1)C=1C=CC(=NC1)COC=1C=C2C(=NC1)OC(=N2)C=2C=NC=CC2 5-(1-Methyl-1H-pyrazol-4-yl)-2-({[2-(pyridin-3-yl)-[1,3]oxazolo[5,4-b]pyridin-6-yl]oxy}methyl)pyridine